ferrocene dicarbamate C(N)(O)=O.C(N)(O)=O.[CH-]1C=CC=C1.[CH-]1C=CC=C1.[Fe+2]